rac-(2s,4s,5s)-5-(4-fluorophenyl)-4-methylpyrrolidine-2,4-dicarboxylic acid 4-(tert-butyl) 2-ethyl ester CCOC(=O)[C@H]1N[C@H]([C@](C1)(C(=O)OC(C)(C)C)C)C1=CC=C(C=C1)F |r|